ClC=1C=C(C=C(C1OC1=CN(C(C(=C1)C)=O)C1CC1)Cl)N1N=C(C(NC1=O)=O)C#N 2-(3,5-dichloro-4-[(1-cyclopropyl-5-methyl-6-oxo-1,6-dihydropyridin-3-yl)oxy]Phenyl)-3,5-dioxo-2,3,4,5-tetrahydro-1,2,4-triazine-6-carbonitrile